NC1=NNC2=NC=C(C=C21)C=2C=C1C(=NN(C1=CC2)C(C)C)COC2=C(C=CC=C2)CC(=O)O 2-(2-((5-(3-amino-1H-pyrazolo[3,4-b]pyridin-5-yl)-1-isopropyl-1H-indazol-3-yl)methoxy)phenyl)acetic acid